1-{3-n-propyl-4-(oxiranylmethoxy)phenyl}-4-{4-(oxiranylmethoxy)phenyl}-1-cyclohexene C(CC)C=1C=C(C=CC1OCC1OC1)C1=CCC(CC1)C1=CC=C(C=C1)OCC1OC1